6-chloro-7-methoxy-4-(2-methyl-4-pyridyl)-3-tetrahydropyran-4-yl-quinoline ClC=1C=C2C(=C(C=NC2=CC1OC)C1CCOCC1)C1=CC(=NC=C1)C